dimethyloxolate CC=1C(=C(OC1)C(=O)[O-])C